N-[4-[3-[(4S)-2-(4-fluoro-3,5-dimethylphenyl)-4-methyl-4,5,6,7-tetrahydropyrazolo[4,3-c]Pyridin-3-yl]-2-oxoimidazol-1-yl]Cubane-1-yl]-N-(2-methoxyethyl)acetamide hydrochloride Cl.FC1=C(C=C(C=C1C)N1N=C2C([C@@H](NCC2)C)=C1N1C(N(C=C1)C12C3C4C5(C(C14)C2C53)N(C(C)=O)CCOC)=O)C